O(C1=CC=CC=C1)C1=CC=C(C=C1)[Li] 4-phenoxyphenyl-lithium (i)